2-chloro-N-(2-hydroxy-1-(o-tolyl)ethyl)acetamide ClCC(=O)NC(CO)C1=C(C=CC=C1)C